N-(1-((3-(piperazin-1-yl)phenyl)sulfonyl)piperidin-4-yl)-4-(1-(2,2,2-trifluoroethyl)-1H-pyrazol-4-yl)-5-(trifluoromethyl)pyrimidin-2-amine N1(CCNCC1)C=1C=C(C=CC1)S(=O)(=O)N1CCC(CC1)NC1=NC=C(C(=N1)C=1C=NN(C1)CC(F)(F)F)C(F)(F)F